tert-butyl N-cyclobutyl-N-[(3R)-1-{6-[2-(methoxymethoxy)-4-(6-methylpyridazin-4-yl)phenyl]pyridazin-3-yl}pyrrolidin-3-yl]carbamate C1(CCC1)N(C(OC(C)(C)C)=O)[C@H]1CN(CC1)C=1N=NC(=CC1)C1=C(C=C(C=C1)C1=CN=NC(=C1)C)OCOC